4-(1-((tert-Butyldimethylsilyl)oxy)cyclopropyl)-N-(4-(1-((tert-butyldimethylsilyl)oxy)cyclopropyl)butyl)-N-(3-(4-methoxyphenoxy)propyl)butan-1-amine [Si](C)(C)(C(C)(C)C)OC1(CC1)CCCCN(CCCOC1=CC=C(C=C1)OC)CCCCC1(CC1)O[Si](C)(C)C(C)(C)C